racemic-(3S,4R)-4-(6-methyl-2-oxo-1,2-dihydropyridin-4-yl)pyrrolidine-3-carbonitrile CC1=CC(=CC(N1)=O)[C@H]1[C@@H](CNC1)C#N |r|